(4-(2-fluoro-6-methyl-4-((3-(1-(prop-2-yn-1-yl)-3-(trifluoromethyl)-1H-pyrazol-4-yl)imidazo[1,2-a]pyrazin-8-yl)amino)benzoyl)piperazin-1-yl)((2R,5S)-5-hydroxypyrrolidin-2-yl)methanone FC1=C(C(=O)N2CCN(CC2)C(=O)[C@@H]2N[C@H](CC2)O)C(=CC(=C1)NC=1C=2N(C=CN1)C(=CN2)C=2C(=NN(C2)CC#C)C(F)(F)F)C